N[13C@@H]([13CH2]S)[13C](=O)O cysteine-13C3